tert-butyl (1-(4-amino-3-methoxyphenyl)piperidin-4-yl)(methyl)carbamate NC1=C(C=C(C=C1)N1CCC(CC1)N(C(OC(C)(C)C)=O)C)OC